N[C@@H](CCC(=O)O)C=C (S)-4-amino-hex-5-enoic acid